P(O)(O)O.P(O)(O)O.C(C)(C)(C)C1=C(C(=CC(=C1)C)C(C)(C)C)C(O)(C(CO)(CO)CO)C1=C(C=C(C=C1C(C)(C)C)C)C(C)(C)C bis(2,6-di-t-butyl-4-methylphenyl)pentaerythritol bisphosphite